CC([C@@H](C(=O)N1[C@@H](CCC1)CN(C(=O)C=1N=C2N(C=CC=N2)C1)CCC1=CC=C(C=C1)F)NC([C@H](C)NC)=O)(C)C N-[[(2S)-1-[(2S)-3,3-dimethyl-2-[[(2S)-2-(methylamino)propanoyl]amino]butanoyl]pyrrolidin-2-yl]methyl]-N-[2-(4-fluorophenyl)ethyl]imidazo[1,2-a]pyrimidine-2-carboxamide